3-(3-((6-(3-fluorophenethoxy)pyridin-3-yl)methyl)isoxazol-5-yl)pyridin-2-amine FC=1C=C(CCOC2=CC=C(C=N2)CC2=NOC(=C2)C=2C(=NC=CC2)N)C=CC1